propylene glycol dimyristate C(CCCCCCCCCCCCC)(=O)OCC(C)OC(CCCCCCCCCCCCC)=O